3-aminocyclohexane-1-carboxamide NC1CC(CCC1)C(=O)N